ClC1=CC(=C(C=C1)N1N=C(N=C1C1=C(C=C(C=C1)F)F)OCC(=O)O)F {[1-(4-Chloro-2-fluorophenyl)-5-(2,4-difluorophenyl)-1H-1,2,4-triazole-3-yl]oxy}acetic acid